4-cyano-1,2-diaminobenzene C(#N)C1=CC(=C(C=C1)N)N